((2S,3R)-2-(cyclopentyloxy)-3-(3,5-dimethoxy-4-methylphenyl)-3-hydroxypropyl)benzo[d]thiazole-4-carboxylic acid C1(CCCC1)O[C@@H](CC=1SC=2C(N1)=C(C=CC2)C(=O)O)[C@H](O)C2=CC(=C(C(=C2)OC)C)OC